ClC1=C(C(N(C2=CC=C(C=C12)OC)C)=O)[N+](=O)[O-] 4-Chloro-6-methoxy-1-methyl-3-nitroquinolin-2(1H)-one